N-[(1-benzylcyclobutyl)methyl]-6-hydroxy-N-methylpyrazine-2-carboxamide C(C1=CC=CC=C1)C1(CCC1)CN(C(=O)C1=NC(=CN=C1)O)C